2-(6-((2-((4-(4-methylpiperazin-1-yl)phenyl)amino)-5-(trifluoromethyl)thieno[2,3-d]pyrimidine-4-yl)amino)pyridin-2-yl)propan-2-ol CN1CCN(CC1)C1=CC=C(C=C1)NC=1N=C(C2=C(N1)SC=C2C(F)(F)F)NC2=CC=CC(=N2)C(C)(C)O